methyl 7-amino-2-methyl-2-phenylnaphtho[2,3-d][1,3]dioxolane-6-carboxylate NC=1C(=CC2=CC3=C(OC(O3)(C3=CC=CC=C3)C)C=C2C1)C(=O)OC